2,2'-oxo-diacetyl chloride O(CC(=O)Cl)CC(=O)Cl